CC1=CC=CC2=C(C3=CC=CC=C3C(=C12)OC(=O)CCC)OC(=O)CCC 1-methyl-9,10-bis(n-propylcarbonyloxy)anthracene